Methyl 6-hydroxy-spiro[3.3]heptane-2-carboxylate OC1CC2(CC(C2)C(=O)OC)C1